6-(3-cyanopyrrolo[1,2-b]pyridazin-7-yl)-N-((R)-2-fluoro-3-hydroxy-3-methylbutyl)-4-(((1r,4R)-4-(2-methylthiazol-5-yl)cyclohexyl)amino)nicotinamide C(#N)C1=CC=2N(N=C1)C(=CC2)C2=NC=C(C(=O)NC[C@H](C(C)(C)O)F)C(=C2)NC2CCC(CC2)C2=CN=C(S2)C